monochloromethyl methyl ether COCCl